CC1=C(C=2N(C=C1C1=C(C=3C(=CN=C(C3F)C3CCC(CC3)N3CC(C3)(CO)CO)N1)C(C)C)N=CN2)C (1-(4-(2-(7,8-dimethyl-[1,2,4]triazolo[1,5-a]pyridin-6-yl)-4-fluoro-3-isopropyl-1H-pyrrolo[2,3-c]pyridin-5-yl)cyclohexyl)azetidine-3,3-diyl)dimethanol